ClC=1C(=CC(=C(CC=2C(=NC(=NC2)NC)N)C1)C(C)C)OC 5-(5-Chloro-2-isopropyl-4-methoxy-benzyl)-N*2*-methyl-pyrimidine-2,4-diamine